C(#N)C=1C(=C(C=CC1)C(CC(F)(F)F)N(CCNC(OC(C)(C)C)=O)C1CC1)F tert-butyl N-[2-[[1-(3-cyano-2-fluoro-phenyl)-3,3,3-trifluoro-propyl]-cyclopropyl-amino]ethyl]carbamate